3-methoxy-N-methyl-5-((3-(pyridin-4-yl)pyrazin-2-yl)oxy)benzamide COC=1C=C(C(=O)NC)C=C(C1)OC1=NC=CN=C1C1=CC=NC=C1